COC[C@@H](C(=O)NC)OC1=CC=C2C(=CC(OC2=C1)=O)C1=C(C=CC=C1)C (S)-3-methoxy-N-methyl-2-((2-oxo-4-(o-tolyl)-2H-chromen-7-yl)oxy)propanamide